(1-(6-chloro-1-(pyridin-3-yl)-1H-indazol-3-yl)ethyl)-3-(4-methoxy-3-methylphenyl)-1H-pyrazolo[3,4-d]pyrimidin-4-amine ClC1=CC=C2C(=NN(C2=C1)C=1C=NC=CC1)C(C)N1N=C(C=2C1=NC=NC2N)C2=CC(=C(C=C2)OC)C